2-methylethylphenol CCCC1=C(C=CC=C1)O